C1=C2C=C3C(C=CC=4N=C5C=CC=CC5=NC34)=NC2=CC=C1 quinophenazine